Acetic acid (5-fluoro-3,3,8-trimethyl-3,4-dihydro-1H-quinoxalin-2-ylidene)-hydrazide FC1=C2NC(C(NC2=C(C=C1)C)=NNC(C)=O)(C)C